FC1=CC=C(OCC2=CC(=NO2)C2=CC=C(C=C2)OCC(=C)C)C=C1 5-((4-fluorophenoxy)methyl)-3-(4-((2-methylallyl)oxy)phenyl)isoxazol